(1-cyclohexyl)-alanine C1(CCCCC1)N[C@@H](C)C(=O)O